ClC1=C(OC(C(=O)O)(C)C)C(=CC(=C1)CN1N=CN(C1=O)C1=CC=C(C=C1)OC(F)(F)F)C 2-(2-chloro-6-methyl-4-((5-oxo-4-(4-(trifluoromethoxy)phenyl)-4,5-dihydro-1H-1,2,4-triazol-1-yl)methyl)phenoxy)-2-methylpropanoic acid